(S,E)-N'-((4-chlorophenyl)sulfonyl)-3-(4-methoxyphenyl)-N-((S)-3-methyl-1-sulfamoylbutan-2-yl)-4-phenyl-4,5-dihydro-1H-pyrazole-1-carboximidamide ClC1=CC=C(C=C1)S(=O)(=O)\N=C(/N[C@H](CS(N)(=O)=O)C(C)C)\N1N=C([C@H](C1)C1=CC=CC=C1)C1=CC=C(C=C1)OC